C(C)(C)(C)N(C(O)=O)CCC(CCO[Si](C)(C)C(C)(C)C)(C)C.O1C(CCCC1)N1N=CC(=C1)C1=CC=NC=C1 4-(1-(tetrahydro-2H-pyran-2-yl)-1H-pyrazol-4-yl)pyridine tert-butyl-(5-((tert-butyldimethylsilyl)oxy)-3,3-dimethylpentyl)carbamate